(S)-2-((2-((S)-7-(difluoromethyl)-2,5-dioxa-8-azaspiro[3.4]octan-8-yl)-5,6-dihydrobenzo[f]imidazo[1,2-d][1,4]oxazepin-9-yl)amino)propionamide FC([C@@H]1COC2(COC2)N1C=1N=C2N(CCOC3=C2C=CC(=C3)N[C@H](C(=O)N)C)C1)F